2-[1-[2-[3-(1-cyano-1-methyl-ethyl)phenyl]-6-methyl-4-oxo-chromen-8-yl]ethylamino]benzoic acid C(#N)C(C)(C)C=1C=C(C=CC1)C=1OC2=C(C=C(C=C2C(C1)=O)C)C(C)NC1=C(C(=O)O)C=CC=C1